(1R,3S)-1-(5-bromo-2,4-difluorobenzyl)-3-(ethylsulfonamido)cyclopentane-1-carboxamide BrC=1C(=CC(=C(C[C@]2(C[C@H](CC2)NS(=O)(=O)CC)C(=O)N)C1)F)F